BrC1=CC(=C(C=C1I)NC(OC(C)(C)C)=O)C tert-butyl (4-bromo-5-iodo-2-methylphenyl)carbamate